BrCCC(=C(F)F)F 1-bromo-3,4,4-trifluoro-3-butene